methyl 4-(piperidin-4-yl)benzoate hydrochloride Cl.N1CCC(CC1)C1=CC=C(C(=O)OC)C=C1